N-[4-[(6,7-Dimethoxy-1,5-naphthyridin-4-yl)oxy]-3-fluorophenyl]-5-(4-fluorophenyl)-4-methoxy-6-methylpyridazine-3-carboxamide COC=1N=C2C(=CC=NC2=CC1OC)OC1=C(C=C(C=C1)NC(=O)C=1N=NC(=C(C1OC)C1=CC=C(C=C1)F)C)F